COC([C@@H](N(S(=O)(=O)C1=CC=C(C)C=C1)CC1=CC=C(C=C1)Br)C)=O N-(4-bromophenyl-methyl)-N-tosylalanine methyl ester